1-(4-((5-(3-(2,2-difluoroethyl)-2-methyl-3H-imidazo[4,5-b]pyridin-5-yl)pyrrolo[2,1-f][1,2,4]triazin-2-yl)amino)piperidin-1-yl)propan-1-one FC(CN1C(=NC=2C1=NC(=CC2)C=2C=CN1N=C(N=CC12)NC1CCN(CC1)C(CC)=O)C)F